4-cyano-4-(phenylthiocarbonyl)pentanoic acid C(#N)C(CCC(=O)O)(C)C(=S)C1=CC=CC=C1